COC1=CC=C(C=C1)C#CC(C(C)(C)C)(O)C1=CC=CC=C1 1-(4-methoxyphenyl)-4,4-dimethyl-3-phenylpent-1-yn-3-ol